2-(5-bromo-1H-indol-3-yl)-N'-(cyclohexylmethylene)thiazole-4-carbohydrazide BrC=1C=C2C(=CNC2=CC1)C=1SC=C(N1)C(=O)NN=CC1CCCCC1